acetyl-N,N,1-trimethyl-1H-pyrazole-3-carboxamide C(C)(=O)C=1C(=NN(C1)C)C(=O)N(C)C